1,3,5-Tris(2,2-dimethylpropionylamino)benzene CC(C(=O)NC1=CC(=CC(=C1)NC(C(C)(C)C)=O)NC(C(C)(C)C)=O)(C)C